The molecule is an amino oligosaccharide that is a dodecasaccharide derivative consisting of a tetrasaccharide chain of N-acetyl-beta-D-glucosamine, beta-D-mannose, N-acetyl-beta-D-glucosamine and N-acetyl-D-glucosamine residues, all linked sequentially (1->4), to the beta-D-mannose residue of which are also linked beta-D-galactosyl-(1->4)-N-acetyl-beta-D-glucosaminyl-(1->2)-[beta-D-galactosyl-(1->4)-N-acetyl-beta-D-glucosaminyl-(1->6)]-alpha-D-mannosyl and beta-D-galactosyl-(1->4)-N-acetyl-beta-D-glucosaminyl-(1->2)-alpha-D-mannosyl units via (1->6) and (1->3) linkages respectively. It is an amino oligosaccharide and a glucosamine oligosaccharide. CC(=O)N[C@@H]1[C@H]([C@@H]([C@H](O[C@H]1O[C@@H]2[C@H](O[C@H]([C@H]([C@H]2O[C@@H]3[C@H]([C@H]([C@@H]([C@H](O3)CO)O)O)O[C@H]4[C@@H]([C@H]([C@@H]([C@H](O4)CO)O[C@H]5[C@@H]([C@H]([C@H]([C@H](O5)CO)O)O)O)O)NC(=O)C)O)O[C@@H]6[C@H](O[C@H]([C@@H]([C@H]6O)NC(=O)C)O[C@@H]7[C@H](OC([C@@H]([C@H]7O)NC(=O)C)O)CO)CO)CO[C@@H]8[C@H]([C@H]([C@@H]([C@H](O8)CO[C@H]9[C@@H]([C@H]([C@@H]([C@H](O9)CO)O[C@H]1[C@@H]([C@H]([C@H]([C@H](O1)CO)O)O)O)O)NC(=O)C)O)O)O[C@H]1[C@@H]([C@H]([C@@H]([C@H](O1)CO)O[C@H]1[C@@H]([C@H]([C@H]([C@H](O1)CO)O)O)O)O)NC(=O)C)CO)O)O